S1C2=C(C(=C1)C(=O)NC1=CC=C(C=3C(NC(C13)C1=C(C=CC=C1)C)=O)C(=O)N)C=CC=C2 7-(benzo[b]thiophene-3-carboxamido)-3-oxo-1-(o-tolyl)isoindoline-4-carboxamide